ClC=1C=CC(=C2C=NNC12)C=1C=NN(C1)C 7-chloro-4-(1-methylpyrazol-4-yl)-1H-indazole